C(C)(C)(C)C1=CC2=C(C=C1)C=1C=CC=C3C=4C=CC(=CC4B2C13)C(C)(C)C 6,9-di-tert-butyl-7b-boraindeno[1,2,3-jk]fluorene